2-[(2E)-2-(aminomethyl)-3-fluoroprop-2-en-1-yl]-4-({5-[3-(1,2,4-oxadiazol-3-yl)phenyl]thiophen-2-yl}methyl)-2,4-dihydro-3H-1,2,4-triazol-3-one NC/C(/CN1N=CN(C1=O)CC=1SC(=CC1)C1=CC(=CC=C1)C1=NOC=N1)=C\F